(1S,6S,7R)-N-(7-chloro-6-(1-((3R,4R)-4-hydroxy-3-methyltetrahydrofuran-3-yl)piperidin-4-yl)isoquinolin-3-yl)-2-oxabicyclo[4.1.0]heptane-7-carboxamide ClC1=C(C=C2C=C(N=CC2=C1)NC(=O)[C@@H]1[C@@H]2CCCO[C@H]12)C1CCN(CC1)[C@@]1(COC[C@@H]1O)C